C(CCCCCCC)C1=CC=C(N)C=C1 4-octylaniline